(2R,3R,4S,5R)-2-(acetoxymethyl)-6-(2-amino-3-(4-methoxy-4-oxobutanoyl)phenoxy)tetrahydro-2H-pyran-3,4,5-triyl triacetate C(C)(=O)O[C@@H]1[C@H](OC([C@@H]([C@H]1OC(C)=O)OC(C)=O)OC1=C(C(=CC=C1)C(CCC(=O)OC)=O)N)COC(C)=O